(R)-1-(4-(((R)-1-(3-amino-5-(trifluoromethyl)phenyl)ethyl)amino)-2-methyl-8,9-dihydro-7H-cyclopenta[h]quinazolin-6-yl)-3-methylpyrrolidin-3-ol NC=1C=C(C=C(C1)C(F)(F)F)[C@@H](C)NC1=NC(=NC2=C3C(=C(C=C12)N1C[C@@](CC1)(O)C)CCC3)C